dimethyl-4-silapentane-1-sulfonate C[Si](CCCS(=O)(=O)[O-])(C)C